COC(=O)C1(C(SC2=CC=CC=C2C1=O)C1=CC=C(C=C1)OC)CC=C=CC1=CC=CC=C1 (-)-Methyl-2-(4-methoxyphenyl)-4-oxo-3-(4-phenylbuta-2,3-dien-1-yl)thiochromane-3-carboxylate